C(C)OC1=NC=CC=C1C=1C(=C(C(=O)NCCNC)C(=CC1)N1[C@@H](CN(CC1)C(=O)[C@@H]1CC[C@H](CC1)C(F)(F)F)CC)F 3-(2-ethoxypyridin-3-yl)-6-[(2R)-2-ethyl-4-[trans-4-(trifluoromethyl)cyclohexanecarbonyl]piperazin-1-yl]-2-fluoro-N-[2-(methylamino)ethyl]benzamide